NC=1C(=CC2=C(OC[C@@H](N2C(CN2[C@H](CN[C@@H](C2)C)CN2[C@@H](COC[C@H]2C)C)=O)C)N1)CC1=CC=C(C=C1)F 1-((S)-6-amino-7-(4-fluorobenzyl)-2-methyl-2,3-dihydro-1H-pyrido[2,3-b][1,4]oxazin-1-yl)-2-((2R,5R)-2-(((3R,5R)-3,5-dimethylmorpholino)methyl)-5-methylpiperazin-1-yl)ethan-1-one